FC(C(=O)O)(F)F.FC(C(=O)O)(F)F.[C@H]12CN(C[C@H](CC1)N2)C=2C1=C(N=C(N2)OCC23CCCN3CCC2)C(=C(N=C1)C1=CC(=CC2=CC=CC=C12)O)F 4-(4-((1R,5S)-3,8-diazabicyclo[3.2.1]octan-3-yl)-8-fluoro-2-((tetrahydro-1H-pyrrolizin-7a(5H)-yl)methoxy)pyrido[4,3-d]pyrimidin-7-yl)naphthalen-2-ol bis(2,2,2-trifluoroacetate)